BrC1=C2CCC(C2=CC=C1Cl)O 4-bromo-5-chloro-2,3-dihydro-1H-inden-1-ol